(R)-4-(4-chloro-3-methyl-1-(1-((2-(trimethylsilyl)ethoxy)methyl)-1H-pyrazol-3-yl)-1H-pyrrolo[2,3-b]pyridin-6-yl)-3-methylmorpholine ClC1=C2C(=NC(=C1)N1[C@@H](COCC1)C)N(C=C2C)C2=NN(C=C2)COCC[Si](C)(C)C